Cl.O[C@@](C=1C=C(C=NC1)C1=NC(=NO1)C1(CCOCC1)O)(C1(CNC1)C)C1=CC=C(C=C1)C(C)C 4-(5-{5-[(R)-Hydroxy-(4-isopropyl-phenyl)-(3-methyl-azetidin-3-yl)-methyl]-pyridin-3-yl}-[1,2,4]oxadiazol-3-yl)-tetrahydro-pyran-4-ol hydrochloride salt